8-(2,4-difluorophenyl)-6-(2-(2-methoxypyridin-4-yl)morpholino)-3-methyl-2-(trifluoromethyl)pyrimido[5,4-d]pyrimidin-4(3H)-one FC1=C(C=CC(=C1)F)C1=NC(=NC2=C1N=C(N(C2=O)C)C(F)(F)F)N2CC(OCC2)C2=CC(=NC=C2)OC